C1(CCCCC1)N(C(SCC)=O)CC S-ethyl cyclohexyl(ethyl)thiocarbamate